C1(=CC=CC=C1)N(C1=CC=C(C=C1)N(C1=CC=C(C=C1)CCCC)C1=CC=CC=C1)C1=CC=C(C=C1)CCCC (N,N'-diphenyl)-N,N'-di(p-butylphenyl)-1,4-diamino-benzene